NC=1OC2=C(C=NC=C2N2C[C@H](O[C@H](C2)C(=O)N2[C@H](C3=C(C=C(C=C3CC2)Cl)Cl)C)C(=O)N(C)C)N1 (2S,6R)-4-(2-aminooxazolo[4,5-c]pyridin-7-yl)-6-((S)-6,8-dichloro-1-methyl-1,2,3,4-tetrahydroisoquinoline-2-carbonyl)-N,N-dimethylmorpholine-2-carboxamide